tert-butyl (3S,4R)-3-(2-(3,3-difluoroazetidin-1-yl)acetamido)-4-fluoropyrrolidine-1-carboxylate FC1(CN(C1)CC(=O)N[C@H]1CN(C[C@H]1F)C(=O)OC(C)(C)C)F